CC1=C(C=2C=CN=C(C2C=C1)NC1=C(C=C(C=C1F)F)F)N 6-methyl-N1-(2,4,6-trifluorophenyl)isoquinoline-1,5-diamine